(S)-Cyanomethyl 2-((tert-butoxycarbonyl) (methyl)amino)-3-(3-chlorophenyl)propanoate C(C)(C)(C)OC(=O)N([C@H](C(=O)OCC#N)CC1=CC(=CC=C1)Cl)C